2-chloro-5-(1,4-dimethyl-1H-1,2,3-triazol-5-yl)pyridine ClC1=NC=C(C=C1)C1=C(N=NN1C)C